(1-Methylethyl)benzen methyl-(2-(4-((tert-Butoxycarbonyl)amino)phenyl)thiazole-4-carbonyl)-L-alaninate CN([C@@H](C)C(=O)O)C(=O)C=1N=C(SC1)C1=CC=C(C=C1)NC(=O)OC(C)(C)C.CC(C)C1=CC=CC=C1